C(C1=CC=CC=C1)N1CC(C2(CN(C2)C(=O)OC(C)(C)C)CC1C)(F)F tert-butyl 7-benzyl-5,5-difluoro-8-methyl-2,7-diazaspiro[3.5]nonane-2-carboxylate